2-[5-(2-azaspiro[3.3]heptan-2-ylmethyl)-2-fluoro-phenyl]-4-[[5-(4-hydroxy-1-piperidyl)-2-pyridyl]amino]-6H-1,6-naphthyridin-5-one C1N(CC12CCC2)CC=2C=CC(=C(C2)C2=NC=1C=CNC(C1C(=C2)NC2=NC=C(C=C2)N2CCC(CC2)O)=O)F